6-((6s,8r)-7-((1-fluorocyclopropyl)methyl)-8-methyl-6,7,8,9-tetrahydro-3H-pyrazolo[4,3-f]isoquinolin-6-yl)-N-(1-(3-fluoropropyl)azetidin-3-yl)-N-methylpyridin-3-amine FC1(CC1)CN1[C@@H](C2=CC=C3C(=C2C[C@H]1C)C=NN3)C3=CC=C(C=N3)N(C)C3CN(C3)CCCF